COC1=NC=CC(=C1)C1=NSC(=N1)\C(\C)=N\[S@@](=O)C(C)(C)C (S,E)-N-(1-(3-(2-methoxypyridin-4-yl)-1,2,4-thiadiazol-5-yl)ethylidene)-2-methylpropane-2-sulfinamide